1,3-dimethyl-p-phenylenediamine CC1(CC(=C(C=C1)N)C)N